ClC1=CC=C(C=N1)CCNC(OC(C)(C)C)=O tert-Butyl N-[2-(6-chloropyridin-3-yl)ethyl]carbamate